1-((3S,5R,8R,9S,10S,13R,14S,17R)-14-hydroxy-10,13-dimethyl-17-(2-oxo-2H-pyran-5-yl)hexadecahydro-1H-cyclopenta[a]phenanthren-3-yl)-3-(2-(pyrrolidin-1-yl)ethyl)urea O[C@]12[C@@H]3CC[C@@H]4C[C@H](CC[C@@]4([C@H]3CC[C@@]2([C@H](CC1)C=1C=CC(OC1)=O)C)C)NC(=O)NCCN1CCCC1